BrC1=NC(=CC=C1N1N=NC(=C1)C(=O)NCC=1SC(=NN1)C1=CC=CC=C1)C 1-(2-bromo-6-methylpyridin-3-yl)-N-((5-phenyl-1,3,4-thiadiazol-2-yl)methyl)-1H-1,2,3-triazole-4-carboxamide